tri-hydroxybutanone OC(C(CC)=O)(O)O